2-(methylsulfonyl)-5-(trifluoromethyl)benzoic acid CS(=O)(=O)C1=C(C(=O)O)C=C(C=C1)C(F)(F)F